OC1=CC(=NC(=C1)C)C1CN(C1)C(=O)OC(C)(C)C tert-butyl 3-(4-hydroxy-6-methylpyridin-2-yl)azetidine-1-carboxylate